N-(9,9-dimethyl-9H-fluoren-2-yl)-N-(3',3',4',7'-tetramethyl-2',3'-dihydrospiro[fluorene-9,1'-inden]-2-yl)dibenzo[b,d]thiophen-2-amine CC1(C2=CC=CC=C2C=2C=CC(=CC12)N(C1=CC2=C(SC3=C2C=CC=C3)C=C1)C1=CC3=C(C=C1)C1=CC=CC=C1C31CC(C3=C(C=CC(=C13)C)C)(C)C)C